4-(((2-fluorophenyl)thio)methyl)-1-methyl-1H-pyrazole FC1=C(C=CC=C1)SCC=1C=NN(C1)C